C1(=O)OS1 carbonyl-oxysulfide